OC(C)(C)C1=CN=C(S1)[S@@](=O)(N)=NC(NC1=C2C(CCC2=CC=2CCCC12)=O)=O |o1:9| (R) or (S)-5-(2-hydroxypropan-2-yl)-N'-((3-oxo-1,2,3,5,6,7-hexahydro-s-indacen-4-yl)carbamoyl)thiazole-2-sulfonimidamide